FC(OC1=C(C=O)C=CC=C1F)F 2-(difluoromethoxy)-3-fluorobenzaldehyde